C(C)(C)C(C=O)(C)C(C)C diisopropyl-propionaldehyde